FC(CCCCCC(CCCCCC(F)(F)F)OC(CCCCC(=O)O)=O)(F)F 6-[(1,1,1,13,13,13-Hexafluorotridecan-7-yl)oxy]-6-oxohexanoic acid